butyl 6-((1,3-dioxoisoindolin-2-yl)methyl)-6,7-dihydropyrazolo[1,5-a]pyrimidine-4(5H)-carboxylate O=C1N(C(C2=CC=CC=C12)=O)CC1CN(C=2N(C1)N=CC2)C(=O)OCCCC